CC=1C=C(C=CC1)N(C1(CC=C(C=C1)N(C1=CC=CC=C1)C1=CC(=CC=C1)C)C1=CC=CC=C1)C1=CC=CC=C1 N,N'-bis-(3-methylphenyl)-N,N'-diphenyl-p-diaminobiphenyl